2-(cyclohexylamino)-4-(phenylamino)pyrimidine-5-carbonitrile C1(CCCCC1)NC1=NC=C(C(=N1)NC1=CC=CC=C1)C#N